C(#N)C1=CC=C(C(=N1)C(=O)O)OC 6-cyano-3-methoxypicolinic acid